NC(C(=O)N)CO amino-β-hydroxypropionamide